ClC=1C=C2C(=CC(=NC2=CC1)C(F)(F)F)N[C@@H]1C[C@@H](CCC1)NC1=NC=CC=2N1C=C(N2)C (1S,3R)-N1-(6-chloro-2-(trifluoromethyl)quinolin-4-yl)-N3-(2-methylimidazo(1,2-c)pyrimidin-5-yl)cyclohexane-1,3-diamine